(2R)-2-amino-1-[2-(2,3-dihydro-1,4-benzodioxine-6-sulfonyl)-2H,4H,5H,6H-pyrrolo[3,4-c]pyrazol-5-yl]-2-(2-fluorophenyl)ethan-1-one N[C@@H](C(=O)N1CC2=NN(C=C2C1)S(=O)(=O)C1=CC2=C(OCCO2)C=C1)C1=C(C=CC=C1)F